CC(CCO)O The molecule is a butanediol compound having two hydroxy groups in the 1- and 3-positions. It is a butanediol and a glycol. It derives from a hydride of a butane.